C(C)C(C(=O)OCC(C)(COC(C(CCCC)CC)=O)C)CCCC Neopentyl glycol di(ethylhexanoate)